4-((3-fluoro-4-(4-methylpiperazin-1-yl)phenyl)thio)benzene-1,2-diamine FC=1C=C(C=CC1N1CCN(CC1)C)SC=1C=C(C(=CC1)N)N